[(3S)-3-(1,2,4-Triazol-4-yl)pyrrolidin-1-yl]-[6-[[[1-(trifluoromethyl)cyclopropyl]amino]methyl]-2-azaspiro[3.3]heptan-2-yl]methanone N=1N=CN(C1)[C@@H]1CN(CC1)C(=O)N1CC2(C1)CC(C2)CNC2(CC2)C(F)(F)F